(5-bromo-4,6-dimethylpyridin-3-yl)carbamic acid tert-butyl ester C(C)(C)(C)OC(NC=1C=NC(=C(C1C)Br)C)=O